C(C)(C)(C)C1CC(N(C1)C(=O)OC(C)(C)C)C(=O)OC 1-tert-butyl 2-methyl 4-tert-butylpyrrolidine-1,2-dicarboxylate